FC(C(=O)N1C(C2(C3=NC=CC=C31)CNCC2)=O)=C (2-fluoroacryloyl)spiro[pyrrolidine-3,3'-pyrrolo[3,2-b]pyridin]-2'(1'H)-one